imidazo[1,5-a]quinoxaline-8-carboxamide C1=NC=C2N1C1=CC(=CC=C1N=C2)C(=O)N